ClC=1C(=CC(=C(CN2[C@@H](CCCC2)C(=O)O)C1)OC[C@H](CO)C)OCC1=C(C(=CC=C1)C1=CC2=C(OCCO2)C=C1)C (S)-1-(5-chloro-4-((3-(2,3-dihydrobenzo[b][1,4]dioxin-6-yl)-2-methylbenzyl)oxy)-2-((S)-3-hydroxy-2-methylpropoxy)benzyl)piperidine-2-carboxylic acid